CC(C(=O)O)(\C=C\CC(=O)O)C1=CC(=C(C(=C1)OC)OC)OC 2-methyl-2-(3,4,5-trimethoxy-phenyl)trans-3-hexenedioic acid